N-[2-fluoro-5-methyl-4-(1-methylbenzotriazol-5-yl)oxy-phenyl]-6-piperazin-1-yl-pyrido[3,2-d]pyrimidin-4-amine FC1=C(C=C(C(=C1)OC1=CC2=C(N(N=N2)C)C=C1)C)NC=1C2=C(N=CN1)C=CC(=N2)N2CCNCC2